1,9-diazabicyclo(6.5.0)Tridec-8-ene N12CCCCCCC2=NCCCC1